CC(C)(CCCCCCC)O 2-methyl-2-nonanol